(S)-7-((S)-4-acryloyl-2-methylpiperazin-1-yl)-9-chloro-3-((1-methylpiperidin-4-yl)methyl)-10-(2,4,6-trifluorophenyl)-2,3-dihydro-5H-[1,4]thiazino[2,3,4-ij]quinazolin-5-one C(C=C)(=O)N1C[C@@H](N(CC1)C1=NC(N2C3=C(C(=C(C=C13)Cl)C1=C(C=C(C=C1F)F)F)SC[C@@H]2CC2CCN(CC2)C)=O)C